CC1=NC(=C(C(=N1)NC(C)C1=CC=C(C(=O)OC)C=C1)C)C methyl 4-[1-[(2,5,6-trimethylpyrimidin-4-yl)amino]ethyl]benzoate